Cl.ClC=1C=NC=C(C1)C1(CCNCC1)F 3-chloro-5-(4-fluoropiperidin-4-yl)pyridine hydrochloride